3-(1-cyclopropyl-1H-pyrazol-4-yl)-4,4-difluoropiperidine C1(CC1)N1N=CC(=C1)C1CNCCC1(F)F